1-(2-((2-((3,5-dichlorophenyl)amino)quinazolin-4-yl)amino)-4,5-dimethoxyphenyl)ethan-1-one ClC=1C=C(C=C(C1)Cl)NC1=NC2=CC=CC=C2C(=N1)NC1=C(C=C(C(=C1)OC)OC)C(C)=O